FC(F)C1(CCC(CC1)OC)N (difluoromethyl)-4-methoxycyclohexane-1-amine